[(3S,9aS)-3-hydroxy-3-[5-(trifluoromethyl)-2-pyridyl]-1,4,6,7,9,9a-hexahydropyrazino[2,1-c][1,4]oxazin-8-yl]-[2-chloro-3-(3-fluoro-1H-pyrazol-4-yl)phenyl]methanone O[C@]1(CN2[C@H](CO1)CN(CC2)C(=O)C2=C(C(=CC=C2)C=2C(=NNC2)F)Cl)C2=NC=C(C=C2)C(F)(F)F